3-chloro-7-[[2-(trimethylsilyl)ethoxy]methyl]pyrrolo[2,3-c]pyridazine ClC1=CC2=C(N=N1)N(C=C2)COCC[Si](C)(C)C